COC1=C(C(=CC(=C1)C1=NC2=C(N1)C=CC=C2C2=CC=CC=C2)O)O 3-methoxy-5-(4-phenyl-1H-benzo[d]imidazol-2-yl)benzene-1,2-diol